[Li].[Al] aluminium lithium